ClC1=CC=C(C=N1)C=1C=C2C(=C(NC2=CC1)C1=CC(=NC=C1)C)C(C)C 5-(6-chloropyridin-3-yl)-3-isopropyl-2-(2-methylpyridin-4-yl)-1H-indole